N-((1-Cyanopyrrolidin-3-yl)methyl)-2-phenylthiazole-4-carboxamide C(#N)N1CC(CC1)CNC(=O)C=1N=C(SC1)C1=CC=CC=C1